((2S,5R)-2,5-diethyl-4-(1-(quinoxalin-6-yl)ethyl)piperazin-1-yl)-4-ethyl-2-(tetrahydro-2H-pyran-2-yl)-2,4-dihydro-5H-pyrazolo[4,3-b]pyridin-5-one C(C)[C@@H]1N(C[C@H](N(C1)C(C)C=1C=C2N=CC=NC2=CC1)CC)C=1N(N=C2C1N(C(C=C2)=O)CC)C2OCCCC2